5-[1-(1,1-dimethylethyl)-1H-pyrazol-4-yl]-4,7-dihydro-6-(1-methylethyl)-7-oxo-pyrazolo[1,5-a]pyrimidine-3-carbonitrile CC(C)(C)N1N=CC(=C1)C=1NC=2N(C(C1C(C)C)=O)N=CC2C#N